tert-butyl N-[3-[[2-amino-8-[[6-[4-[2-[(2,2,2-trifluoroacetyl)amino]ethylcarbamoyl]-1-piperidyl]-3-pyridyl] carbamoyl]-3H-1-benzazepine-4-carbonyl]-propyl-amino]propyl]carbamate NC1=NC2=C(C=C(C1)C(=O)N(CCCNC(OC(C)(C)C)=O)CCC)C=CC(=C2)C(NC=2C=NC(=CC2)N2CCC(CC2)C(NCCNC(C(F)(F)F)=O)=O)=O